COC=1C=C(C=C(C1)OC)C1=CC=C(C=C1)CN1C2=C(C=C1)SC=C2C(=O)NC2CC1(CC(C1)C(=O)O)C2 6-(4-((3',5'-dimethoxy-[1,1'-biphenyl]-4-yl)methyl)-4H-thieno[3,2-b]pyrrole-3-carboxamido)spiro[3.3]heptane-2-carboxylic acid